CS(=O)(=O)C1=CC=CC(=N1)C=O 6-(methylsulfonyl)picolinaldehyde